N-(5-(2-(2-azabicyclo[2.2.1]heptan-2-yl)acetamido)-2-methylpyridin-3-yl)-6-(2-(hydroxymethyl)thiazol-5-yl)-[1,2,3]triazolo[1,5-a]pyridine-3-carboxamide C12N(CC(CC1)C2)CC(=O)NC=2C=C(C(=NC2)C)NC(=O)C=2N=NN1C2C=CC(=C1)C1=CN=C(S1)CO